C1(CCC1)OC1=CC=CC(=N1)C1=CC(=C(C(=C1)F)N1CC(CC1)CC(=O)OCC)F Ethyl {1-[4-(6-cyclobutoxy-pyridin-2-yl)-2,6-difluoro-phenyl]-pyrrolidin-3-yl}-acetate